NC=1N=CC2=C(N1)C1(C(N(C2)C=2C=C(C=CC2C)NC(=O)C2CCOCC2)=O)CC1 N-(3-(2'-Amino-7'-oxo-5'H-spiro[cyclopropane-1,8'-pyrido[4,3-d]pyrimidine]-6'(7'H)-yl)-4-methylphenyl)tetrahydro-2H-pyran-4-carboxamide